O=C1C[C@@H](OC2=C1C=C(C=C2)C(F)(F)F)C(=O)O (-)-(2R)-4-oxo-6-(trifluoromethyl)-3,4-dihydro-2H-1-benzopyran-2-carboxylic acid